CC1=NN(C2=NC(=CC(=C21)C(F)(F)F)C2=CC=C(C=C2)S(=O)(=O)N)C2=CC=CC=C2 4-[3-methyl-1-phenyl-4-(trifluoromethyl)pyrazolo[3,4-b]pyridin-6-yl]benzene-1-sulfonamide